BrC=1C(=C(C(=O)NCC(C(O)C2=CC=C(C=C2)F)F)C(=CC1)Cl)F 3-Bromo-6-chloro-2-fluoro-N-(2-fluoro-3-(4-fluorophenyl)-3-hydroxypropyl)benzamide